C(C)(C)(C)[Si](C)(C)OO hydroxy tert-butyl-dimethyl-silyl ether